4-(quinoxaline-6-yl)pyrimidine-2-amine hydrochloride Cl.N1=CC=NC2=CC(=CC=C12)C1=NC(=NC=C1)N